O=C1N[C@@H]2[C@H](C[C@H]1C2)C2=CC=C(C=C2)C2=CC(=CC1=CC(=CC=C21)C2=CC=C(C=C2)C(F)(F)F)C(=O)O 4-(4-((1S,4S,6R)-3-Oxo-2-azabicyclo[2.2.1]heptan-6-yl)phenyl)-7-(4-(trifluoromethyl)phenyl)-2-naphthoic acid